1-(5-(2-chloropyridin-4-yl)-2-fluoro-4-methylphenyl)-3-(2-(1-methylcyclopropyl)ethyl)urea ClC1=NC=CC(=C1)C=1C(=CC(=C(C1)NC(=O)NCCC1(CC1)C)F)C